4-fluoro-2-methoxybenzamide hydrochloride Cl.FC1=CC(=C(C(=O)N)C=C1)OC